tert-butyl (2R)-2-[[4-[6-[5-(1-methylcyclopropoxy)-1H-indazol-3-yl]pyrimidin-4-yl]piperazin-1-yl]methyl]morpholine-4-carboxylate CC1(CC1)OC=1C=C2C(=NNC2=CC1)C1=CC(=NC=N1)N1CCN(CC1)C[C@@H]1CN(CCO1)C(=O)OC(C)(C)C